ClC1=C(C=CC=C1)C(C(=O)O)(C(C(C)Cl)Cl)OC1=CC=C(C=C1)Cl 2-chlorophenyl-4-chlorophenoxy-2,1-dichloropropyl-acetic acid